ClC=1C=NC(=NC1)CN1C(=NC(=C1)C(F)(F)F)C=O 1-[(5-Chloropyrimidin-2-yl)methyl]-4-(trifluoromethyl)imidazole-2-carbaldehyde